NC=1C=C2C(CC(C2=CC1C)(C)C1=CC(=C(C=C1)C)N)(C)C 5-amino-6-methyl-1-(3'-amino-4'-methylphenyl)-1,3,3-trimethylindan